C(C)(C)(C)OC(=O)N1CC(C(CC1)C1=CC=C(C=C1)NC1C(NC(CC1)=O)=O)(F)F 4-[4-[(2,6-dioxo-3-piperidinyl)amino]phenyl]-3,3-difluoro-piperidine-1-carboxylic acid tert-butyl ester